ClC1=CC(=C2C=C3N(C2=C1Cl)CCCC(C3)C(=O)O)C=3C=NNC3 3,4-dichloro-l-1-(1H-pyrazol-4-yl)-7,8,9,10-tetrahydro-6H-azepino[1,2-a]indole-9-carboxylic acid